(S)-2-(2,7-dimethylpyrazolo[1,5-a]pyridin-5-yl)-7-(3-methylpiperazin-1-yl)-4H-pyrido[1,2-a][1,3,5]triazin-4-one CC1=NN2C(C=C(C=C2C)C=2N=C3N(C(N2)=O)C=C(C=C3)N3C[C@@H](NCC3)C)=C1